delta-fructose C([C@H]([C@@H]([C@@H](C(=O)CO)O)O)O)O